CC1=C(OC2=CC=CC=C2C1=O)C dimethyl-chromen-4-one